BrC=1C=C2C(=NC=NC2=CC1OCCN)C=1C(=NN(C1)C)C1=CC=CC=C1 2-((6-bromo-4-(1-methyl-3-phenyl-1H-pyrazol-4-yl)quinazolin-7-yl)oxy)ethan-1-amine